S(=O)(=O)(O)SC[C@H](N)C(=O)O.[Na] sodium S-sulfo-L-cysteine